4-(2-chloro-6-vinylpyridin-4-yl)-3-(4-methyl-4H-1,2,4-triazol-3-yl)benzonitrile ClC1=NC(=CC(=C1)C1=C(C=C(C#N)C=C1)C1=NN=CN1C)C=C